NCCS(=O)(=O)OCCCCCCCC\C=C/CCCCCCCC Oleyl Taurate